BrC=1N=C(C(=NC1C)N1CCC2([C@@H]([C@@H](OC2C)C(C)(C)C)NC([O-])=O)CC1)CO ((3S,4S)-8-(5-bromo-3-(hydroxymethyl)-6-methylpyrazin-2-yl)-3-tert-butyl methyl-2-oxa-8-azaspiro[4.5]dec-4-yl)carbamate